N-(1-(2,5-difluorophenyl)ethyl)-2-(2,4-dioxo-1,4-dihydroquinazolin-3(2H)-yl)acetamide FC1=C(C=C(C=C1)F)C(C)NC(CN1C(NC2=CC=CC=C2C1=O)=O)=O